tert-butyl 2-(7-bromo-2-methylquinolin-3-yl)-4-cyanobutyrate BrC1=CC=C2C=C(C(=NC2=C1)C)C(C(=O)OC(C)(C)C)CCC#N